tert-butyl 4-((5-bromopyrimidin-4-yl) methyl)-4-hydroxypiperidine-1-carboxylate BrC=1C(=NC=NC1)CC1(CCN(CC1)C(=O)OC(C)(C)C)O